N-(4-((4-(2-(4-chlorophenyl)imidazo[1,2-a]pyridin-3-yl)-1H-1,2,3-triazol-1-yl)methyl)phenyl)acetamid ClC1=CC=C(C=C1)C=1N=C2N(C=CC=C2)C1C=1N=NN(C1)CC1=CC=C(C=C1)NC(C)=O